C=C(C(=O)O)CC(=O)O methylidenebutanedioic acid